3-(2-{5-[(1R,4R,7R)-7-amino-2-azabicyclo[2.2.1]heptane-2-carbonyl]-7-methoxy-1-methyl-1H-1,3-benzodiazol-2-yl}-1-(cyclopropylmethyl)-1H-indol-6-yl)-5-fluorophenol N[C@H]1[C@@H]2N(C[C@H]1CC2)C(=O)C2=CC1=C(N(C(=N1)C=1N(C3=CC(=CC=C3C1)C=1C=C(C=C(C1)F)O)CC1CC1)C)C(=C2)OC